N1=C(C=CC=C1)C(OP(=O)(F)F)=N (difluorophosphoryl) (2-picolinate) imide